N-[(1R)-1-[3-(1,1-difluoroethyl)phenyl]ethyl]-6-fluoro-2-methyl-pyrido[3,4-d]pyrimidin-4-amine FC(C)(F)C=1C=C(C=CC1)[C@@H](C)NC=1C2=C(N=C(N1)C)C=NC(=C2)F